tert-butyl (S)-(2-((2-((4-(1H-pyrazol-4-yl)phenyl)amino)-1-(3-methoxyphenyl)-2-oxoethyl)(tert-butoxycarbonyl)amino)ethyl)(methyl)carbamate N1N=CC(=C1)C1=CC=C(C=C1)NC([C@H](C1=CC(=CC=C1)OC)N(CCN(C(OC(C)(C)C)=O)C)C(=O)OC(C)(C)C)=O